OC1=CC=C(C=C1)C1=CC=C(S1)C=O 5-(4-hydroxyphenyl)thiophene-2-formaldehyde